FC=1C=C(CC2=C3N(C=C(N2)C2=CC=CC=C2)C(C(=N3)CC3=CC(=CC=C3)OC)=O)C=CC1 8-(3-Fluorobenzyl)-2-(3-methoxybenzyl)-6-phenylimidazo[1,2-a]pyrazin-3(7H)-on